D-(+)-alpha-methylbenzylamine C[C@H](C1=CC=CC=C1)N